ClC1=NC=C(C(=C1)C1=C(C=NC(=C1)C)C(=O)NC=1SC2=NC(=CC=C2N1)Cl)OC 2'-chloro-N-{5-chloro-[1,3]thiazolo[5,4-b]pyridin-2-yl}-5'-methoxy-6-methyl-[4,4'-bipyridine]-3-carboxamide